C[Si](C(C(C(=O)O)([2H])[2H])([2H])[2H])(C)C 3-(trimethyl-silyl)propionic acid-d4